FC(C=1C=CC2=C(NC(N=C2)=O)N1)(F)F 7-(trifluoromethyl)-pyrido[2,3-d]pyrimidin-2(1H)-one